OCC1=CC=C(OC(CCCCCCCCCC)NC(OCC2=CC=CC=C2)=O)C=C1 benzyl N-[l-1-[4-(hydroxymethyl)phenoxy]undecyl]carbamate